ClC=1C=C(C=CC1C1C(NC(CC1)=O)=O)N1CC(C1)NC(OCC1CC2(C1)CCC2)=O spiro[3.3]heptan-2-ylmethyl (1-(3-chloro-4-(2,6-dioxopiperidin-3-yl)phenyl)azetidin-3-yl)carbamate